C(CNCCN)N 2,2'-iminodiethylamine